tertbutyl N-[(1R,3S)-3-(7-cyclopropylsulfonyl-[1,2,4]triazolo[4,3-a]pyridin-3-yl)cyclohexyl]carbamate C1(CC1)S(=O)(=O)C1=CC=2N(C=C1)C(=NN2)[C@@H]2C[C@@H](CCC2)NC(OC(C)(C)C)=O